C1C(CC12CCOCC2)OC2=CC=CC(=N2)C2=CN=C(S2)N 5-(6-7-oxaspiro[3.5]nonan-2-yloxypyridin-2-yl)-1,3-thiazol-2-amine